diphenylphosphino-1,4-dioxane C1(=CC=CC=C1)P(C1=CC=CC=C1)C1OCCOC1